5-(2-bromoethoxy)-1,3-difluoro-2-methanesulfonylbenzene BrCCOC=1C=C(C(=C(C1)F)S(=O)(=O)C)F